The molecule is a phosphosphingolipid that is C20 phytosphingosine bearing a phospho group at position 1. It derives from a C20 phytosphingosine. It is a conjugate base of a C20 phytosphingosine 1-phosphate(1-). CCCCCCCCCCCCCCCC[C@H]([C@H]([C@H](COP(=O)(O)O)N)O)O